C(#N)CC1CC(C1)(C1=NN=CN1C)C=1C=C(C=CC1)NC(=O)C=1C=2N(C=C(C1)C=1C=NNC1)C=CN2 N-(3-(3-(cyanomethyl)-1-(4-methyl-4H-1,2,4-triazol-3-yl)cyclobutyl)phenyl)-6-(1H-pyrazol-4-yl)imidazo[1,2-a]pyridine-8-carboxamide